5-amino-3,3'-iminobis(1H-1,2,4-triazole) NC1=NC(=NN1)NC1=NNC=N1